Calcium hydroxid [OH-].[Ca+2].[OH-]